(2-(8-carboxyoctyl)-3,4-dihydroxy-5,6-dipentylcyclohexyl)-9,10-dihydroxyundecanoic acid C(=O)(O)CCCCCCCCC1C(C(C(C(C1O)O)CCCCC)CCCCC)C(C(=O)O)CCCCCCC(C(C)O)O